N-[(2-methylpyrazol-3-yl)methyl]-1-phenyl-methanamine CN1N=CC=C1CNCC1=CC=CC=C1